ClC=1C=C(C=C(C1)Cl)C1=C(NC(=C1C)C1=CC=CC=C1)C#N 3-(3,5-Dichlorophenyl)-4-methyl-5-phenyl-1H-pyrrole-2-carbonitrile